ClC1=C(C=CC=C1Cl)N(C1=CC=CC=C1)C1=CC=CC=C1 2,3-dichlorophenyl-diphenylamine